(Z)-3-methyl-cyclotetradec-5-enone Palladium [Pd].CC1CC(CCCCCCCC\C=C/C1)=O